The molecule is a 1,2-diacyl-sn-glycero-3-phosphocholine having palmitoyl and glutaroyl groups at positions 1 and 2 respectively. It is a conjugate acid of a 2-O-glutaroyl-1-O-palmitoyl-sn-glycero-3-phosphocholine(1-). CCCCCCCCCCCCCCCC(=O)OC[C@H](COP(=O)([O-])OCC[N+](C)(C)C)OC(=O)CCCC(=O)O